(((triisopropylsilyl)oxy)methoxy)tetrahydrofuran C(C)(C)[Si](OCOC1OCCC1)(C(C)C)C(C)C